FC(OC[C@@H](C1=CC(=CC=C1)OC(F)(F)F)NC(CC(C)(O)C1(CC1)F)=O)F N-((R)-2-(difluoromethoxy)-1-(3-(trifluoromethoxy)phenyl)ethyl)-3-(1-fluorocyclopropyl)-3-hydroxybutyramide